CCCCCCCCCCCC(=O)OC[C@H](COP(=O)(O)OC[C@H](CO)O)OC(=O)CCCCCC/C=C\C/C=C\C/C=C\CCCCC 1-dodecanoyl-2-(8Z,11Z,14Z-eicosatrienoyl)-glycero-3-phospho-(1'-sn-glycerol)